Amino-6-chloropicolinic acid NC=1C(=NC(=CC1)Cl)C(=O)O